5-{(2-hydroxyethyl)[7-(1-octylnonyloxycarbonyl)heptyl]amino}pentyl 10-methylundecanoate CC(CCCCCCCCC(=O)OCCCCCN(CCCCCCCC(=O)OC(CCCCCCCC)CCCCCCCC)CCO)C